tert-butyl 3-(4-((3,4-dichloro-2-fluorophenyl)amino)pyrido[3,4-d]pyrimidin-6-yl)tetrahydropyrimidine-1(2H)-carboxylate ClC=1C(=C(C=CC1Cl)NC=1C2=C(N=CN1)C=NC(=C2)N2CN(CCC2)C(=O)OC(C)(C)C)F